6-methoxy-1,7-naphthyridine COC=1C=C2C=CC=NC2=CN1